N-(4,5-dimethoxy-2-methylphenyl)-3-(indolin-1-ylsulfonyl)benzamide COC1=CC(=C(C=C1OC)NC(C1=CC(=CC=C1)S(=O)(=O)N1CCC2=CC=CC=C12)=O)C